3-(4-chlorophenyl)-N-((2-chlorophenyl)sulfonyl)-4-phenyl-4,5-dihydro-1H-pyrazole ClC1=CC=C(C=C1)C1=NN(CC1C1=CC=CC=C1)S(=O)(=O)C1=C(C=CC=C1)Cl